C(C)[C@@H]1N2C(COC1)=NN=C2C2=CC=CC(=N2)N2CC=1C(=NC(=CC1C2=O)N(C)C(C)C)CNC (S)-2-(6-(5-Ethyl-5,6-dihydro-8H-[1,2,4]triazolo[3,4-c][1,4]oxazine-3-yl)pyridin-2-yl)-6-(isopropyl(methyl)amino)-4-((methylamino)methyl)-2,3-dihydro-1H-pyrrolo[3,4-c]pyridin-1-one